tert-butyl 2,6-dimethyl-4-(3-oxobutanoyl)piperazine-1-carboxylate CC1N(C(CN(C1)C(CC(C)=O)=O)C)C(=O)OC(C)(C)C